O=C1C=C2C3(CN(CC2(CC1)C(=O)OC)C(=O)OC(C)(C)C)CC3 2'-(Tert-butyl) 8a'-methyl 6'-oxo-7',8'-dihydro-1'H-spiro[cyclopropane-1,4'-isoquinoline]-2',8a'(3'H,6'H)-dicarboxylate